3-(N-methylsulfamoyl)phenylboronic acid CNS(=O)(=O)C=1C=C(C=CC1)B(O)O